4-(4-fluoro-2-methoxybenzyl)-8,8-dimethyl-7,8-dihydro-6H-pyrrolo[2,3-e][1,2,4]triazolo[1,5-a]pyridine FC1=CC(=C(CC=2C=3N(C4=C(C2)NCC4(C)C)N=CN3)C=C1)OC